N1CC(C1)C1CCN(CC1)CCO 2-(4-(azetidin-3-yl)piperidin-1-yl)ethan-1-ol